CN1N=C(C=C1C(=O)NC1=CC(=CC=C1)[C@H](C)NC1=CN=C2C(=N1)N(N=C2)C)C(F)(F)F (S)-1-methyl-N-(3-(1-((1-methyl-1H-pyrazolo[3,4-b]pyrazin-6-yl)amino)ethyl)phenyl)-3-(trifluoromethyl)-1H-pyrazole-5-carboxamide